FC(COCCCCCCNC[C@H](O)C=1C(=C(C=CC1)O)CO)(C1=CC(=CC=C1)C)F (R,S)-[2-({6-[2,2-Difluoro-2-(3-methylphenyl)ethoxy]hexyl}amino)-1-hydroxyethyl]-2-(hydroxymethyl)phenol